(S)-4-[1-(2,3-dimethylphenyl)ethyl]-1H-imidazole CC1=C(C=CC=C1C)[C@H](C)C=1N=CNC1